ClC=1C(=C(C=CC1)[C@]1(CN(CC1)C(C=C)=O)NC1=CC=C2C(=CC=NC2=C1)OC)C 1-[(3R)-3-(3-Chloro-2-methylphenyl)-3-[(4-methoxyquinolin-7-yl)amino]pyrrolidin-1-yl]prop-2-en-1-one